(R)-(3-(3-cyclopropyl-1,2,4-thiadiazol-5-yl)-8-methyl-5,6-dihydro-[1,2,4]triazolo[4,3-a]pyrazin-7(8H)-yl)(3,5-difluorophenyl)methanone C1(CC1)C1=NSC(=N1)C1=NN=C2N1CCN([C@@H]2C)C(=O)C2=CC(=CC(=C2)F)F